1-(2-methoxy-6-(trifluoromethyl)pyridin-3-yl)-N-methylmethanamine COC1=NC(=CC=C1CNC)C(F)(F)F